3-chloro-N-(1-(5-(3-cyano-6-(3-hydroxy-3-methylbut-1-yn-1-yl)pyrazolo[1,5-a]Pyridin-4-yl)pyridin-2-yl)-4-methylpiperidin-4-yl)methylpyridinamide ClC=1C(=NC=CC1)C(=O)NCC1(CCN(CC1)C1=NC=C(C=C1)C=1C=2N(C=C(C1)C#CC(C)(C)O)N=CC2C#N)C